FC1=C(OC2=C3C(=NC=C2)N(C=C3C=3C=CC(=C(C#N)C3)F)COCC[Si](C)(C)C)C(=CC(=C1)[N+](=O)[O-])F 5-[4-(2,6-difluoro-4-nitrophenoxy)-1-{[2-(trimethylsilyl)ethoxy]methyl}-1H-pyrrolo[2,3-b]pyridin-3-yl]-2-fluorobenzonitrile